3,6-dichloro-N-(1-hydroxy-4,4-dimethylpent-2-yl)picolinamide ClC=1C(=NC(=CC1)Cl)C(=O)NC(CO)CC(C)(C)C